COC1=NC=2N(C=C1)N=CC2C=O 5-Methoxypyrazolo[1,5-a]pyrimidine-3-carbaldehyde